FC=1C=C(C=CC1)S(=O)(=O)C(C)(C)C1(CCN(CC1)C(=O)NC1=CN=NC=C1)O 4-(2-((3-fluorophenyl)sulfonyl)propan-2-yl)-4-hydroxy-N-(pyridazin-4-yl)piperidine-1-carboxamide